1-(9Z-nonadecenoyl)-glycero-3-phospho-(1'-sn-glycerol) CCCCCCCCC/C=C\CCCCCCCC(=O)OC[C@H](COP(=O)(O)OC[C@H](CO)O)O